NC1=CC=C(C=C1)N(C(CN(C)C)=O)C N-(4-aminophenyl)-2-(dimethyl-amino)-N-methyl-acetamide